potassium nonanedioyl diglycolate C1(COCC(=O)OC(CCCCCCCC(=O)O1)=O)=O.[K]